N-methyl-N-(3-oxo-3-(thiophen-2-yl)propyl)acetamide CN(C(C)=O)CCC(C=1SC=CC1)=O